2-[1-[2-fluoro-4-(4-methylimidazol-1-yl)phenyl]ethylcarbamoyl]benzoic acid FC1=C(C=CC(=C1)N1C=NC(=C1)C)C(C)NC(=O)C1=C(C(=O)O)C=CC=C1